C(CCC)[C@H]1N(S(C2=C(N(C1)C1=CC=CC=C1)C=C1C(=C2)N2C(CO1)=CC(=N2)C(=O)OCC)(=O)=O)C ethyl (R)-9-butyl-10-methyl-7-phenyl-7,8,9,10-tetrahydro-4H-pyrazolo[1'',5'':4',5'][1,4]oxazino[3',2':4,5]benzo[1,2-f][1,2,5]thiadiazepine-2-carboxylate 11,11-dioxide